(R)-N-(3,3-difluoro-1-(methyl-d3)piperidin-4-yl)-6-fluoro-5-(4-fluoro-1-(2-fluoroethyl)-2-methyl-1H-benzo[d]imidazol-6-yl)-4-methoxypyrrolo[2,1-f][1,2,4]triazin-2-amine FC1(CN(CC[C@H]1NC1=NN2C(C(=N1)OC)=C(C(=C2)F)C=2C=C(C1=C(N(C(=N1)C)CCF)C2)F)C([2H])([2H])[2H])F